C(C(C)C)C1=CC=C(C=C1)C(C(=O)NNS(=O)(=O)C1=C(C=CC=C1)[N+](=O)[O-])C N'-(2-(4-isobutylphenyl)propanoyl)-2-nitrobenzenesulfonohydrazide